C(C)OC(=O)C1=CC=2C3(C4=CC=C(C=C4OC2C=C1)N(CC)CC)OC(C1=CC=CC=C13)=O 6'-(diethylamino)-3-oxo-spiro[isobenzofuran-1(3H),9'-(9H)xanthene]-2'-carboxylic acid ethyl ester